N1=CN=C2C1=C1C(C=C2)=NC=2C(=C1)N=C1C=CC=CC12 Indolopyridobenzimidazol